C1(CC1)COC1=NC(=CC=C1/C=C/C(=O)NC1=CC=CC=2NC(NC21)=O)C(C)(C)O (E)-3-(2-(cyclopropylmethoxy)-6-(2-hydroxypropan-2-yl)pyridin-3-yl)-N-(2-oxo-2,3-dihydro-1H-benzo[d]imidazol-4-yl)acrylamide